3-(1-{4-cyano-5-[3-methyl-5-(6-trifluoromethylpyridin-3-yl)-phenyl]-2H-[1,2,3]triazol-2-yl}-ethoxycarbonyloxy)-2,2-dimethyl-propionic acid benzyl ester C(C1=CC=CC=C1)OC(C(COC(=O)OC(C)N1N=C(C(=N1)C#N)C1=CC(=CC(=C1)C=1C=NC(=CC1)C(F)(F)F)C)(C)C)=O